C(#N)C=1C(=C(C(=O)NC2=CC=C3C=NN(C3=C2)C=2C=NN(C2)CCF)C=CC1)C(C)C 3-Cyano-N-(1-(1-(2-fluoroethyl)-1H-pyrazol-4-yl)-1H-indazol-6-yl)-2-isopropylbenzamide